C(C)SC(C)O 1-(ethylthio)-ethanol